N1C(=NC2=C1C=CC=C2)C(NS(=O)C(C)(C)C)C2=C(C=CC(=C2)F)OCOC N-[1H-benzimidazol-2-yl-[5-fluoro-2-(methoxymethoxy)phenyl]methyl]-2-methyl-propane-2-sulfinamide